[3-[tert-butyl(dimethyl)silyl]oxy-1-bicyclo[1.1.1]pentanyl]methanol [Si](C)(C)(C(C)(C)C)OC12CC(C1)(C2)CO